4-((2S,5R)-5-ethyl-2-methylpiperazin-1-yl)-1-methyl-2-oxo-1,2-dihydropyrido[3,2-d]Pyrimidine C(C)[C@H]1NC[C@@H](N(C1)C=1C2=C(N(C(N1)=O)C)C=CC=N2)C